[C].C(CCCCCCCCCCC)(=O)O lauric acid carbon